3,6-dihydropyridine-1(2H)-carboxylic acid N1(CCC=CC1)C(=O)O